C1(CC1)CC1=C(C=NN1C)C1=NC(=NC=C1)NC1CCC(CC1)N1CCCC1 4-(5-(cyclopropylmethyl)-1-methyl-1H-pyrazol-4-yl)-N-((1R,4R)-4-(pyrrolidin-1-yl)cyclohexyl)pyrimidin-2-amine